tert-butyl (S)-(2-phenyl-1-(5-(trifluoromethyl)-1H-imidazol-2-yl) ethyl) carbonate C(OC(C)(C)C)(O[C@@H](CC1=CC=CC=C1)C=1NC(=CN1)C(F)(F)F)=O